5-(4,5-dichloro-2-(4-fluoro-2-methylphenoxy)benzamido)picolinic acid ClC1=CC(=C(C(=O)NC=2C=CC(=NC2)C(=O)O)C=C1Cl)OC1=C(C=C(C=C1)F)C